N-(5-(2-cyclopropyl-2-hydroxypropanoyl)-6-((2,3',5'-trifluoro-[1,1'-biphenyl]-3-yl)methyl)-5-azaspiro[2.4]heptan-7-yl)-1-fluoromethanesulfonamide C1(CC1)C(C(=O)N1CC2(CC2)C(C1CC=1C(=C(C=CC1)C1=CC(=CC(=C1)F)F)F)NS(=O)(=O)CF)(C)O